ethyl (E)-3-(2,5-dichlorophenyl)-3-(1-methylpiperidin-4-yl)acrylate ClC1=C(C=C(C=C1)Cl)/C(=C/C(=O)OCC)/C1CCN(CC1)C